7-propyl-5,7-dihydrofuro[3,4-d]Pyrimidine-2-carboxamide C(CC)C1OCC2=C1N=C(N=C2)C(=O)N